5-(3-chlorophenyl)-5-methylimidazolidine-2,4-dione ClC=1C=C(C=CC1)C1(C(NC(N1)=O)=O)C